ClC1=CC=C2C(N3N(C2=C1)CC=CC3C)=O 3-chloro-9-methyl-6,9-dihydro-11H-pyridazino[1,2-a]indazol-11-one